O=C1NC(CCC1N1C(C2=CC=C(C=C2C1=O)N1CCC(CC1)COCC1CCNCC1)=O)=O 2-(2,6-dioxopiperidin-3-yl)-5-(4-((piperidin-4-ylmethoxy)methyl)piperidin-1-yl)isoindoline-1,3-dione